O=C1NC(CCC1N1CC2=CC=C(C=C2C1)CN1CCN(CC1)C1=NNC2=CC(=CC=C12)F)=O 2-(2,6-dioxopiperidin-3-yl)-5-((4-(6-fluoro-1H-indazol-3-yl)piperazin-1-yl)methyl)isoindoline